N-(6-chloropyridin-3-yl)-3-methylisoquinolin-1-amine ClC1=CC=C(C=N1)NC1=NC(=CC2=CC=CC=C12)C